(R and S)-(3-methylpiperidin-3-yl)methanol C[C@@]1(CNCCC1)CO |r|